tert-butyl-6-[6-(4,6-dimethylpyrazolo[1,5-a]pyrazin-2-yl)-8-methoxy-imidazo[1,2-a]pyridin-2-yl]-3-azabicyclo[3.1.0]hexane-3-carboxylate C(C)(C)(C)OC(=O)N1CC2C(C2C1)C=1N=C2N(C=C(C=C2OC)C2=NN3C(C(=NC(=C3)C)C)=C2)C1